4-Methyl-N-[2-(6-methylpyridin-2-yl)-[1,3]thiazolo[5,4-c]pyridin-6-yl]-6-[(3S)-pyrrolidin-3-yloxy]pyridin-2-amine CC1=CC(=NC(=C1)O[C@@H]1CNCC1)NC1=CC2=C(C=N1)SC(=N2)C2=NC(=CC=C2)C